(1-trityl-1H-1,2,4-triazol-3-yl)methyl (1-((3-chloro-4-fluorophenyl) carbamoyl)-2-methyl-2,4,5,6-tetrahydrocyclopenta[c]pyrrol-4-yl)carbamate ClC=1C=C(C=CC1F)NC(=O)C=1N(C=C2C1CCC2NC(OCC2=NN(C=N2)C(C2=CC=CC=C2)(C2=CC=CC=C2)C2=CC=CC=C2)=O)C